C1(CCCCC1)C=1C=CC(=NC1)CN(C(OC(C)(C)C)=O)C1=CC=C2C(N(C=NC2=C1)C)=O tert-Butyl ((5-cyclohexylpyridin-2-yl)methyl)(3-methyl-4-oxo-3,4-dihydroquinazolin-7-yl)carbamate